F[C@H]1CN(CC[C@@]1(C)O)C1=NC=CC=N1 2-((3S,4R)-3-fluoro-4-hydroxy-4-methylpiperidin-1-yl)pyrimidin